N-{6-[(3-cyclopropyl-1H-pyrazol-5-yl)amino]-5-methoxy-1,2-benzoxazol-3-yl}-2,6-dimethoxy-4-(2-methyl-5-oxopyrrolidin-1-yl)benzene-1-sulfonamide C1(CC1)C1=NNC(=C1)NC1=CC2=C(C(=NO2)NS(=O)(=O)C2=C(C=C(C=C2OC)N2C(CCC2=O)C)OC)C=C1OC